CC(=O)[C@H]1CC[C@@H]2[C@@]1(C[C@H]([C@H]3[C@H]2CCC4=CC(=O)CC[C@]34C)O)C The molecule is a 11alpha-hydroxy steroid that is pregn-4-ene-3,20-dione substituted by a hydroxy group at position 11. It is an 11alpha-hydroxy steroid, a 3-oxo-Delta(4) steroid and a 20-oxo steroid. It derives from a progesterone.